((2S,3S)-1-((3-fluoro-2-(hydroxymethyl)phenyl)amino)-3-methyl-1-oxopent-2-yl)carbamic acid FC=1C(=C(C=CC1)NC([C@H]([C@H](CC)C)NC(O)=O)=O)CO